C1(CCC(N1NCCCC[C@H](N)C(=O)O)=O)=O Nε-succinimidyl-L-lysine